OC=1C=CC(=NC1)N1CCN(CC1)C(CCC1=CC=CC=C1)=O 4-(5-hydroxypyridin-2-yl)-piperazin-1-yl-3-phenyl-propan-1-one